COC=1C=CC=C2C(N(C=3N(C12)C(NN3)=S)CCC)=O 9-methoxy-4-propyl-1-thioxo-2,4-dihydro-[1,2,4]triazolo[4,3-a]quinazolin-5(1H)-one